C(CCCCCCCCCC)[Na] n-undecyl-sodium